OC1(CCN(CC1)C(=O)NC1=NC2=C(C(=NC=C2C=2C=NN(C2)C)OC)N1)C 4-hydroxy-N-[4-methoxy-7-(1-methyl-1H-pyrazol-4-yl)-3H-imidazo[4,5-c]pyridin-2-yl]-4-methylpiperidine-1-carboxamide